(3aR,5s,6aS)-N,N-dimethyl-2,2-bis((9Z,12Z)-octadecane-9,12-dienyl)tetrahydro-3aH-cyclopenta[d][1,3]dioxol-5-amine CN(C1C[C@@H]2[C@@H](OC(O2)(CCCCCCCC\C=C/C\C=C/CCCCC)CCCCCCCC\C=C/C\C=C/CCCCC)C1)C